N1(CCCCCC1)C(=O)C1=CC2=C(C=N1)C(=NN2)C2=CN=C1N2C=C(C=C1F)F Azepan-1-yl-[3-(6,8-difluoroimidazo[1,2-a]pyridin-3-yl)-1H-pyrazolo[4,3-c]pyridin-6-yl]methanone